2-oxo-2-[rac-(2S,5R)-4-cyclobutyl-5-methyl-2-phenyl-piperazin-1-yl]acetamide O=C(C(=O)N)N1[C@H](CN([C@@H](C1)C)C1CCC1)C1=CC=CC=C1 |r|